silicon (silicic acid) [Si](O)(O)(O)O.[Si]